[I-].C(#N)C(CC1CC2CCC(C1)[N+]2(C)C)(C2=CC=CC=C2)C2=CC=CC=C2 (endo)-3-(2-cyano-2,2-diphenyl-ethyl)-8,8-dimethyl-8-azoniabicyclo[3.2.1]octane iodide